N-((1r,3r)-3-(4-(pyridin-4-yl)-5-(thiazol-2-yl)-4H-1,2,4-triazol-3-yl)cyclobutyl)quinoline-8-carboxamide N1=CC=C(C=C1)N1C(=NN=C1C=1SC=CN1)C1CC(C1)NC(=O)C=1C=CC=C2C=CC=NC12